S(=O)(=O)(O)CCS(=O)(=O)O ethionic acid